C(#N)C1=CC(=C(C(=C1)F)NC=1N(C2=NC(=NC=C2N1)N[C@H]1[C@@H](COCC1)F)C1CCC(CC1)C(=O)N)F (1S,4s)-4-(8-(4-cyano-2,6-difluorophenylamino)-2-((3S,4R)-3-fluorotetrahydro-2H-pyran-4-ylamino)-9H-purin-9-yl)cyclohexanecarboxamide